CC1=NC(=CC(=C1C(=O)OCC([C@H](C[C@H]1C(NCCC1)=O)NC([C@@H](NC(=O)C=1NC2=CC(=CC(=C2C1)OC)Cl)CC(C)C)=O)=O)C)C (3S)-3-{[N-(6-chloro-4-methoxy-1H-indole-2-carbonyl)-L-leucyl]amino}-2-oxo-4-[(3S)-2-oxopiperidin-3-yl]butyl 2,4,6-trimethylpyridine-3-carboxylate